4,4'-methylene-bis(o-chloroaniline) C(C1=CC(=C(N)C=C1)Cl)C1=CC(=C(N)C=C1)Cl